(S)-1-(3-chloro-4-methoxyphenyl)-6-(5-(3,5-dimethylisoxazol-4-yl)-1-((1S,4R)-4-hydroxy-4-methylcyclohexyl)-1H-benzo[d]imidazol-2-yl)piperidin-2-one ClC=1C=C(C=CC1OC)N1C(CCC[C@H]1C1=NC2=C(N1C1CCC(CC1)(C)O)C=CC(=C2)C=2C(=NOC2C)C)=O